6-fluoro-1-(4-fluoro-2-methylphenyl)-3-(6-methoxy-2-methylpyridin-3-yl)-2,3-dihydroquinazolin-4(1H)-one FC=1C=C2C(N(CN(C2=CC1)C1=C(C=C(C=C1)F)C)C=1C(=NC(=CC1)OC)C)=O